(3-hydroxypropyl)phosphine OCCCP